N-behenoyl-serine C(CCCCCCCCCCCCCCCCCCCCC)(=O)N[C@@H](CO)C(=O)O